tert-Butyl N-[4-carbamoyl-5-[6-[2-[[3-(2,4-dichlorophenyl)isoxazol-5-yl]amino]-1-methyl-2-oxoethyl]-3-pyridyl]-2-isopropyl-pyrazol-3-yl]carbamate C(N)(=O)C1=C(N(N=C1C=1C=NC(=CC1)C(C(=O)NC1=CC(=NO1)C1=C(C=C(C=C1)Cl)Cl)C)C(C)C)NC(OC(C)(C)C)=O